2-(3-bromo-5-methoxybenzyl)-2,6-dihydropyrrolo[3,4-c]pyrazole BrC=1C=C(CN2N=C3C(=C2)C=NC3)C=C(C1)OC